COC1=C(C=CC(=C1)C(NC)=O)N(C(OC(C)(C)C)=O)CC#C tert-butyl (2-methoxy-4-(methylcarbamoyl)phenyl)(prop-2-yn-1-yl)carbamate